BrC=1C(=C(C(=O)NC2=C(C=C(C=C2)[N+](=O)[O-])Cl)C(=C(C1)C(C)(C)C)O)C 3-bromo-5-tert-butyl-N-(2-chloro-4-nitro-phenyl)-6-hydroxy-2-methyl-benzamide